2-((4-(azidomethyl)-1H-1,2,3-triazol-1-yl)methyl)-6-cyclopropylimidazo[1,2-a]pyridine N(=[N+]=[N-])CC=1N=NN(C1)CC=1N=C2N(C=C(C=C2)C2CC2)C1